Morpholinosulfur trifluoride O1CCN(CC1)S(F)(F)F